tert-butyl 3-iodo-2-(trifluoromethanesulfonyloxy)-6,8-dihydro-5H-1,7-naphthyridine-7-carboxylate IC=1C(=NC=2CN(CCC2C1)C(=O)OC(C)(C)C)OS(=O)(=O)C(F)(F)F